3-acetamido-5-(alpha-aminoethyl)furan C(C)(=O)NC1=COC(=C1)C(C)N